2-Methyl-6-(2'-(((2-(Methylsulfonyl)ethyl)amino)Methyl)-[1,1'-Biphenyl]-4-yl)-1H-benzo[d]Imidazol CC1=NC2=C(N1)C=C(C=C2)C2=CC=C(C=C2)C2=C(C=CC=C2)CNCCS(=O)(=O)C